aminotriazabenzene NC1=NN=NC=C1